NC[C@@]1(N2CCC(C1=O)CC2)COC (1R,2R,4R)-2-(aminomethyl)-2-(methoxymethyl)quinuclidin-3-one